1-benzyl-3-(4-chlorophenyl)-5-Methyl-6-(pyrrolidin-1-yl)-3,5-dihydroimidazo[4,5-c][1,2]thiazin-4(1H)-one 2,2-Dioxide C(C1=CC=CC=C1)N1S(C(C(C2=C1N=C(N2C)N2CCCC2)=O)C2=CC=C(C=C2)Cl)(=O)=O